N1=C(C=CC=C1)C1=NC=CC=C1.N1=C(C=CC=C1)C1=NC=CC=C1.N1=C(C=CC=C1)C1=NC=CC=C1.[Co+2] cobalt (II) tris(2,2'-bipyridyl)